C(C)(=O)N1CCC2=CC=C(C=C12)N 1-acetyl-6-amino-2,3-dihydro-1H-indole